O=C1N(CC2=CC(=CC=C12)C1CCN(CC1)CC=1C=NN(C1)C=1C=NC=CC1)C1C(NC(CC1)=O)=O 3-(1-oxo-5-(1-((1-(pyridin-3-yl)-1H-pyrazol-4-yl)methyl)piperidin-4-yl)isoindolin-2-yl)piperidine-2,6-dione